OC(=O)C(F)(F)F.NC1(C(NCC1)=O)C(=O)OC methyl 3-amino-2-oxopyrrolidine-3-carboxylate TFA salt